OC(C(=O)OCC(OC(C(CCCCCCCCCCCCCCCC)O)=O)COC(C(CCCCCCCCCCCCCCCC)O)=O)CCCCCCCCCCCCCCCC glycerol-tris(hydroxy stearate)